methyl 1-[[2-(trimethylsilyl)ethoxy]methyl]-1,3-benzodiazole-4-carboxylate C[Si](CCOCN1C=NC2=C1C=CC=C2C(=O)OC)(C)C